tert-butyl (2-(2-(2-((3,4,9,10-tetrahydroxy-6,6a,7,11b-tetrahydroindeno[2,1-c]chromen-6a-yl)oxy)ethoxy)ethoxy)ethyl)carbamate OC1=CC=C2C3C(COC2=C1O)(CC1=CC(=C(C=C13)O)O)OCCOCCOCCNC(OC(C)(C)C)=O